SC1=C2C(=NC=C1)N(CC2)C(=O)OC(C)(C)C Tert-Butyl 4-mercapto-2,3-dihydro-1H-pyrrolo[2,3-b]pyridine-1-carboxylate